2-bromo-3,5-difluoro-pyridine BrC1=NC=C(C=C1F)F